(5-fluoro-1H-pyrrolo[2,3-b]pyridin-4-yl)methanone FC=1C(=C2C(=NC1)NC=C2)C=O